5-((3,5-dichlorophenyl)thio)-4-isopropyl-1-(4-pyridylmethyl)imidazole-2-methanol ClC=1C=C(C=C(C1)Cl)SC1=C(N=C(N1CC1=CC=NC=C1)CO)C(C)C